C(C)(C)OC(CC)(OC=1C=C(C=CC)C=CC1)C m-(1-isopropoxy-1-methylpropoxy)-methylstyrene